NC1=CN=NC2=CC(=CC=C12)C=1C(=CC(=C(C1)B(O)O)OC)N1N=CC=C1 [5-(4-AMINOCINNOLIN-7-YL)-2-METHOXY-4-(1H-PYRAZOL-1-YL)PHENYL]BORONIC ACID